[Na+].S(=O)(=O)([O-])CCCNC1=C(C=C(C=C1C)C1=CC(=C(N)C(=C1)C)C)C N-(3-sulfopropyl)-3,3',5,5'-tetramethylbenzidine sodium salt